C1(CCCCC1)CN1C(=NC2=C1C=CC=C2)NC2=CC=C(C(=O)NO)C=C2 4-((1-(cyclohexylmethyl)-1H-benzo[d]imidazol-2-yl)amino)-N-hydroxybenzamide